1-methyl-4-[[4-(2-pyridinyl)phenyl]sulfonylmethyl]cyclohexanol [4-(trifluoromethyl)benzoyl]4-(trifluoromethyl)benzoate FC(C1=CC=C(C(=O)C2=C(C(=O)OC3(CCC(CC3)CS(=O)(=O)C3=CC=C(C=C3)C3=NC=CC=C3)C)C=CC(=C2)C(F)(F)F)C=C1)(F)F